phenyl N-[(4-chlorophenyl)methyl]carbamate ClC1=CC=C(C=C1)CNC(OC1=CC=CC=C1)=O